CC1=C(C=CC=C1C)C=1C(N(C(N(C1)CC(=O)N1CCC(CC1)N1C(NC2=C(CC1)C=C(C=C2)OC)=O)=O)CCS(=O)(=O)C)=O 5-(2,3-dimethyl-phenyl)-3-(2-methanesulfonyl-ethyl)-1-{2-[4-(7-methoxy-2-oxo-1,2,4,5-tetrahydro-benzo[d][1,3]diazepin-3-yl)-piperidin-1-yl]-2-oxo-ethyl}-1H-pyrimidine-2,4-dione